FC(C(=O)O)(F)F.O1CC(CC12CCNCC2)O 1-oxa-8-azaspiro[4.5]decan-3-ol trifluoroacetate salt